C(CCCCCCCCCCCCC)OS(=O)(=O)CCC[NH+](C)C.CC1=NOC=C1C=1C=C2C=CN(C(C2=CC1)=O)CC=1C=C(C(=O)NC2CCN(CC2)C2COC2)C=CC1 3-((6-(3-methylisoxazol-4-yl)-1-oxoisoquinolin-2(1H)-yl)methyl)-N-(1-(oxetan-3-yl)piperidin-4-yl)benzamide n-Tetradecyl-N,N-dimethyl-3-ammonio-1-propanesulfonate